(E)-N-(5-(1-(isopropoxyimino)ethyl)-2,6-dioxo-3,6-dihydropyrimidin-1(2H)-yl)isobutyramide C(C)(C)O\N=C(/C)\C1=CNC(N(C1=O)NC(C(C)C)=O)=O